N-(4-cyanobenzyl)-3-methyl-5-(1-methyl-6-oxo-1,6-dihydropyridin-3-yl)-N-(3-(methylamino)-3-oxopropyl)benzo[b]thiophene-2-carboxamide C(#N)C1=CC=C(CN(C(=O)C2=C(C3=C(S2)C=CC(=C3)C3=CN(C(C=C3)=O)C)C)CCC(=O)NC)C=C1